tert-butyl-(1R,4R)-4-((7-((2-(trimethylsilyl)ethoxy)methyl)-7H-pyrrolo[2,3-d]pyrimidin-4-yl)amino)cyclohexan-1-ol C(C)(C)(C)C1(CCC(CC1)NC=1C2=C(N=CN1)N(C=C2)COCC[Si](C)(C)C)O